BrC=1C=C(C=C2C=C(N(C12)CC1CC1)C=1CN(CCC1)C(=O)OC(C)(C)C)C(=O)N1CCN(CC1)C1=NC=C(C=C1OC)F tert-butyl 3-(7-bromo-1-(cyclopropylmethyl)-5-(4-(5-fluoro-3-methoxypyridin-2-yl)piperazine-1-carbonyl)-1H-indol-2-yl)-5,6-dihydropyridine-1(2H)-carboxylate